C1(=CC=C(C=C1)C)C(C=O)C cymenone